OCC1=CN=C(S1)NC1=CC2=C(C(=N1)NC1CC3CCC(C1)N3CCC#N)C=CN2 3-((3-Exo)-3-((6-((5-(hydroxymethyl)thiazol-2-yl)amino)-1H-pyrrolo[3,2-c]pyridin-4-yl)amino)-8-azabicyclo[3.2.1]oct-8-yl)propionitrile